OC(COC=1N=CC(=NC1C)C1=CNC2=C(C=CC=C12)C#N)(C)C 3-(5-(2-hydroxy-2-methyl-propoxy)-6-methylpyrazin-2-yl)-1H-indole-7-carbonitrile